5-[4-(2,3-dichloro-6-hydroxyphenyl)-2-oxopyrrolidin-1-yl]-1-methylpyridin-2-one ClC1=C(C(=CC=C1Cl)O)C1CC(N(C1)C=1C=CC(N(C1)C)=O)=O